C(C1=CC=CC=C1)NCC1=CC=C(C=C1)C N-benzyl-p-tolylmethylamine